5-(7,9-difluoro-5H-pyrido[3,2-b]indol-5-yl)-N-hydroxypentanamide FC=1C=C(C=2C3=C(N(C2C1)CCCCC(=O)NO)C=CC=N3)F